C(CCC)OC1=C2C=C(C=NC2=C2N=CC(=CC2=C1OCCCC)C=C)C=C 5,6-dibutoxy-3,8-divinyl-[1,10]phenanthroline